ClC=1C=C(C=C(C1OC1=CC2=C(NC(N2C2CC2)=O)C=C1)Cl)N1C(=NOC1=O)C(=O)N (3,5-dichloro-4-((3-cyclopropyl-2-oxo-2,3-dihydro-1H-benzo[d]imidazol-5-yl)oxy)phenyl)-5-oxo-4,5-dihydro-1,2,4-oxadiazole-3-carboxamide